N1[C@@H](CCC1)CC(=O)O β-homoproline